C(#N)C1=C(OC=2C=C3C(N(C=NC3=CC2)C2COC3(CNC3)C2)=O)C(=CC=C1NS(N(C)CC)(=O)=O)F 7-[6-[2-cyano-3-[[ethyl(methyl)sulfamoyl]amino]-6-fluoro-phenoxy]-4-oxo-quinazolin-3-yl]-5-oxa-2-azaspiro[3.4]octane